CN1N(C(C=C1C)=O)C1=CC2=CC=CC=C2C=C1 1,5-Dimethyl-2-(naphthalen-2-yl)-1,2-dihydro-3H-pyrazol-3-one